ClCC(CCSC1=CC=C(C=C1)F)=O 1-chloro-4-((4-fluorophenyl)thio)butan-2-one